BrC1=NOC2=C(C=C1)C=CC=C2 bromobenzooxazepin